2-(ethylsulfanyl)-8-(1-hydroxyethyl)-3,6-dimethyl-4H-pyrano[2,3-c]pyridin-4-one C(C)SC1=C(C(C=2C(=C(N=C(C2)C)C(C)O)O1)=O)C